C(=CC)C#CC1=CC=CC=C1 propenyl-phenylacetylene